1-(2,4-difluoro-phenyl)-1H-[1,2,3]triazole-4-carboxylic acid ethyl ester C(C)OC(=O)C=1N=NN(C1)C1=C(C=C(C=C1)F)F